[NH-]CC(CC)SC(C1=CC=CC=C1)(C1=CC=CC=C1)C1=CC=CC=C1 1-amidyl-2-(S-tritylthio)butane